CC1(C(=O)O)C(C(=O)O)(C(=C(C=C1)Br)F)C.NC1=CC(=C(C=C1)C(=O)C1=CC=C(C=C1)N)CC (4-amino-2-ethylphenyl)(4-aminophenyl)methanone 1,2-dimethyl-4-bromo-3-fluorophthalate